C(CCCCCCCCCCCCCCC)(=O)OCCCCCCCCCCCCCCCCCCCC icosyl palmitate